5-(4-chlorophenyl)-3-(3-methyl-1H-indazol-5-yl)-5,6,7,8-tetrahydro-[1,2,4]triazolo[4,3-a]pyridine ClC1=CC=C(C=C1)C1CCCC=2N1C(=NN2)C=2C=C1C(=NNC1=CC2)C